O([Si](C)(C)C(C)(C)C)C(=O)C1C2C=CC(C1)C2 5-tert-butyldimethylsiloxycarbonyl-2-norbornene